9-fluoropyrrolo[1,2-a]quinoxalin-4(5H)-one FC=1C=CC=C2NC(C=3N(C12)C=CC3)=O